3-(1-benzyl-5-(4-fluorophenyl)-3,4-dimethyl-2-oxo-2,3-dihydro-1H-pyrrol-3-yl)propionic acid ethyl ester C(C)OC(CCC1(C(N(C(=C1C)C1=CC=C(C=C1)F)CC1=CC=CC=C1)=O)C)=O